NC(N)N Triaminomethane